[Na+].OC1=CC2=CC=CC=C2C=C1C(=O)[O-] 2-hydroxy-3-naphthoic acid sodium salt